ClC=1C=C2C3=C(N(C2=CC1)C(=O)OC(C)(C)C)[C@H](N(CC3)C(=O)OC(C)(C)C)C[C@H](CO)O di-tert-butyl (R)-6-chloro-1-((R)-2,3-dihydroxypropyl)-3,4-dihydro-1H-pyrido[3,4-b]indole-2,9-dicarboxylate